1-(3,5-dichlorophenyl)naphthalene ClC=1C=C(C=C(C1)Cl)C1=CC=CC2=CC=CC=C12